FC1=C(C=C2N=CC=NC2=C1)CNC=1C=NC=C(C1N1CCNCC1)C N-((7-fluoroquinoxalin-6-yl)methyl)-5-methyl-4-(piperazin-1-yl)pyridin-3-amine